FC1=CC2=C(N(C(CC(=C2O)C(=O)OC)=O)CC2=CC(=C(C=C2)C)F)C=C1 Methyl 7-fluoro-1-(3-fluoro-4-methylbenzyl)-5-hydroxy-2-oxo-2,3-dihydro-1H-benzo[b]azepine-4-carboxylate